1-[2-(2,6-dioxopiperidin-3-yl)-1,3-dioxo-2,3-dihydro-1H-isoindol-4-yl]piperidine-3-carboxylic acid O=C1NC(CCC1N1C(C2=CC=CC(=C2C1=O)N1CC(CCC1)C(=O)O)=O)=O